C1(CC1)C1=CC=C(C=C1)N1N=C2CC(NC[C@H]3C2=C1CCN3C(=O)OC(C)(C)C)=O |r| racemic-tert-butyl 2-(4-cyclopropylphenyl)-8-oxo-2,3,4,5a,6,7,8,9-octahydro-5H-1,2,5,7-tetraazabenzo[cd]azulene-5-carboxylate